(3'R)-4'-(4,4-difluorocyclohexyl)-2',2',3'-trifluoro-7'-(trifluoromethylsulfanyl)spiro[1,3-dioxolane-2,1'-indane] FC1(CCC(CC1)C1=C2[C@H](C(C3(C2=C(C=C1)SC(F)(F)F)OCCO3)(F)F)F)F